NCC=1N=C2N(C=C(C=C2C2(COC2)O)C2CC2)C1 3-(2-(aminomethyl)-6-cyclopropylimidazo[1,2-a]pyridin-8-yl)oxetan-3-ol